ClC1=C(C=C(C(=O)NC2=CC=C(C=C2)[C@@H]2CNCCC2)C=C1)OC (R)-4-Chloro-3-methoxy-N-(4-(piperidin-3-yl)-phenyl)-benzamid